1-((1R,5S,6R)-7,7-dimethyl-6-((6-(1-methyl-1H-pyrazol-4-yl)pyrazolo[1,5-a]pyrazin-4-yl)oxy)-2-azabicyclo[3.2.0]heptan-2-yl)prop-2-en-1-one CC1([C@@H]([C@H]2CCN([C@@H]12)C(C=C)=O)OC=1C=2N(C=C(N1)C=1C=NN(C1)C)N=CC2)C